(S)-8-(2-amino-6-((R)-1-(4-(3,6-dihydro-2H-pyran-4-yl)-2-(3-methyl-1H-pyrazol-1-yl)phenyl)-2,2,2-trifluoroethoxy)pyrimidin-4-yl)-2,8-diazaspiro[4.5]decane-3-carboxylic acid NC1=NC(=CC(=N1)N1CCC2(C[C@H](NC2)C(=O)O)CC1)O[C@@H](C(F)(F)F)C1=C(C=C(C=C1)C=1CCOCC1)N1N=C(C=C1)C